ClC1=C(C=CC=C1)N1/C(/SC=C1C(=O)OC)=N/C(=O)OCC methyl (Z)-3-(2-chlorophenyl)-2-((ethoxycarbonyl) imino)-2,3-dihydrothiazole-4-carboxylate